1,2-dilauroyl-sn-glycero-3-phosphate choline OCC[N+](C)(C)C.C(CCCCCCCCCCC)(=O)OC[C@@H](OC(CCCCCCCCCCC)=O)COP(=O)(O)O